(R)-6-(difluoromethyl)-4-{6-[4-(2-(2,4-dimethyl-3-oxopiperazin-1-yl)ethoxy)phenyl]quinolin-2-yl}-1-tosyl-1H-pyrrolo[2,3-c]pyridin-7(6H)-one FC(N1C(C2=C(C(=C1)C1=NC3=CC=C(C=C3C=C1)C1=CC=C(C=C1)OCCN1[C@@H](C(N(CC1)C)=O)C)C=CN2S(=O)(=O)C2=CC=C(C)C=C2)=O)F